trimethyl(3-(4,4,5,5-tetramethyl-1,3,2-dioxaborolan-2-yl)naphthalen-1-yl)silane C[Si](C1=CC(=CC2=CC=CC=C12)B1OC(C(O1)(C)C)(C)C)(C)C